FC1=CC(=NC=C1)NC1=CC(=C(N=N1)C(=O)NC([2H])([2H])[2H])NC1=NC=CC(=C1OC)C1=NC=C(C=N1)F 6-[(4-Fluoropyridin-2-yl)amino]-4-{[4-(5-fluoropyrimidin-2-yl)-3-methoxypyridin-2-yl]amino}-N-(2H3)methylpyridazin-3-carboxamid